FC1=C(C(=CC=C1)F)[C@@]1(C[C@H](N)C(=O)O)C=NC2=C(C=CC(=C12)C1=CC=C(C=C1)N1CCC(CC1)C=O)O 1-(4-((3S,4R)-3-(2,6-difluorophenyl)-7-hydroxyltryptophane-4-yl)phenyl)piperidine-4-carbaldehyde